N-(3-phenylnaphthyl)-2-(3-chlorophenyl)-indole C1(=CC=CC=C1)C=1C=C(C2=CC=CC=C2C1)N1C(=CC2=CC=CC=C12)C1=CC(=CC=C1)Cl